ClC1=CC=C(C=C1)C=1C=C(C2=CC=CC=C2C1)C1=CC2=CC=CC=C2C=C1 3-(4-chlorophenyl)-[1,2']-binaphthyl